O[C@H]1[C@@H](CCC1)OCC1=CC(=C2CN(C(C2=C1)=O)C=1C=C(C=CC1)C1=C(C=CC=C1)C1=NN=CN1C)C(F)(F)F 6-((((1R,2R)-2-Hydroxycyclopentyl)oxy)methyl)-2-(2'-(4-methyl-4H-1,2,4-triazol-3-yl)-[1,1'-biphenyl]-3-yl)-4-(trifluoromethyl)isoindolin-1-one